N1=C(C=CC=C1)N1CCCC1 1-(pyridin-2-yl)pyrrolidine